C(C)OC1CN(C1)C1=C(C=C(C=N1)C=1C(=C(COC(NC(N)=N)=O)C=CC1)F)F carbamimidoyl-carbamic acid 3-[6-(3-ethoxyazetidin-1-yl)-5-fluoropyridin-3-yl]-2-fluorobenzyl ester